COC1=C(C(=NC=2N1N=C(C2C2=CC=CC=C2)C2=CC=CC=C2)NC2=NC=NC(=N2)NC)C2=CC=C(C=C2)OC N2-(7-methoxy-6-(4-methoxyphenyl)-2,3-diphenylpyrazolo[1,5-a]pyrimidin-5-yl)-N4-methyl-1,3,5-triazine-2,4-diamine